O=S.[V] Vanadium oxysulfide